4-(4-{[2-(4-chlorophenyl)-4,4-dimethylcyclohex-1-en-1-yl]methyl}piperazin-1-yl)-N-({4-[(4-hydroxybenzyl)amino]-3-nitrophenyl}sulfonyl)-2-(1H-pyrrolo[2,3-b]pyridin-5-yloxy)benzamide ClC1=CC=C(C=C1)C1=C(CCC(C1)(C)C)CN1CCN(CC1)C1=CC(=C(C(=O)NS(=O)(=O)C2=CC(=C(C=C2)NCC2=CC=C(C=C2)O)[N+](=O)[O-])C=C1)OC=1C=C2C(=NC1)NC=C2